3,3',4,4'-tetra(tert-butylperoxycarbonyl)benzophenone C(C)(C)(C)OOC(=O)C=1C=C(C(=O)C2=CC(=C(C=C2)C(=O)OOC(C)(C)C)C(=O)OOC(C)(C)C)C=CC1C(=O)OOC(C)(C)C